lignoceryl acetate C(C)(=O)OCCCCCCCCCCCCCCCCCCCCCCCC